ClC1=CC=C(C=C1)C1=NN(N=C1)C(=O)C(CCC[C@H](N)C(=O)O)N 6-(4-(4-chlorophenyl)-2H-1,2,3-triazole-2-carbonyl)-L-lysine